styryl-octadecyl-phosphinic acid C(=CC1=CC=CC=C1)P(O)(=O)CCCCCCCCCCCCCCCCCC